di-(3,5-di-tert-butyl-4-hydroxyphenylpropionyl)-hexamethylenediamine C(C)(C)(C)C=1C=C(C=C(C1O)C(C)(C)C)CCC(=O)NCCCCCCNC(CCC1=CC(=C(C(=C1)C(C)(C)C)O)C(C)(C)C)=O